FC(C(=O)O)(F)F.COC(=O)/C=C/C(=O)OCOC(=O)[C@H](CC(=O)O)N 3-({[(2E)-3-(methoxycarbonyl)prop-2-enoyloxy]methyl}oxycarbonyl)(3S)-3-aminopropanoic acid, 2,2,2-trifluoroacetic acid salt